2-fluorocyclopropanecarboxamide formate salt C(=O)O.FC1C(C1)C(=O)N